CN(C(OCC1=CC=CC=C1)=O)[C@H]1CNCCC1 benzyl (R)-methyl(piperidin-3-yl)carbamate